Cl.NC[C@@H]1OC2=C(C1)C(=C(C(=C2)O)N2CC(NS2(=O)=O)=O)F 5-[(2R)-2-(aminomethyl)-4-fluoro-6-hydroxy-2,3-dihydro-1-benzofuran-5-yl]-1λ6,2,5-thiadiazolidine-1,1,3-trione hydrogen chloride